1-Cyclopropyl-6-fluoro-N-(6-methoxybenzo[d]thiazol-2-yl)-4-oxo-7-(piperazin-1-yl)-1,4-dihydroquinoline-3-carboxamide C1(CC1)N1C=C(C(C2=CC(=C(C=C12)N1CCNCC1)F)=O)C(=O)NC=1SC2=C(N1)C=CC(=C2)OC